methyl (S)-5-(5-cyclopropyl-1-(2,3-dihydroxy-3-methylbutyl)-1H-pyrazol-4-yl)pyrazolo[1,5-a]pyridine-3-carboxylate C1(CC1)C1=C(C=NN1C[C@@H](C(C)(C)O)O)C1=CC=2N(C=C1)N=CC2C(=O)OC